C(C)(C)(C)C1=NOC(=N1)C(=O)N[C@H]1CCCC2=CC(=CC=C12)C1=C2C(=NC=C1)NC(=N2)C=2C=NN(C2)C2CC2 3-tert-butyl-N-[(1S)-6-[2-(1-cyclopropyl-1H-pyrazol-4-yl)-3H-imidazo[4,5-b]pyridin-7-yl]-1,2,3,4-tetrahydronaphthalen-1-yl]-1,2,4-oxadiazole-5-carboxamide